3-CHLORO-6-METHYLPYRIDINE-2-BORONIC ACID ClC=1C(=NC(=CC1)C)B(O)O